ClC1=C(C=CC2=C1C(=N[C@H](C=1N2CC=CN1)C)C1=C(C=CC=C1F)F)Cl (5S)-8,9-dichloro-7-(2,6-difluorophenyl)-5-methyl-5H-pyrimido[1,2-a][1,4]benzodiazepine